1-[4-({5-[2-(2-aminopyridin-3-yl)-5-(3-fluoropyrazol-1-yl)imidazo[4,5-b]pyridin-3-yl]-2,3-dihydro-1H-inden-1-yl}methyl)piperazin-1-yl]prop-2-en-1-one NC1=NC=CC=C1C1=NC=2C(=NC(=CC2)N2N=C(C=C2)F)N1C=1C=C2CCC(C2=CC1)CN1CCN(CC1)C(C=C)=O